NC1C2=CC=CC=C2CC12CCN(CC2)C=2C(=NC(=CN2)C=CC2=CN=CN2C)CO (3-(1-amino-1,3-dihydrospiro[indene-2,4'-piperidin]-1'-yl)-6-(2-(1-methyl-1H-imidazol-5-yl)vinyl)pyrazin-2-yl)methanol